(2-(4-bromo-2-fluorophenoxy)pyrimidin-4-yl)methanol BrC1=CC(=C(OC2=NC=CC(=N2)CO)C=C1)F